methyl (5-(6-((4-(acryloylglycyl)piperazin-1-yl)methyl)-4-morpholinopyrrolo[2,1-f][1,2,4]triazin-2-yl)-4-(trifluoromethyl)pyridin-2-yl)carbamate C(C=C)(=O)NCC(=O)N1CCN(CC1)CC=1C=C2C(=NC(=NN2C1)C=1C(=CC(=NC1)NC(OC)=O)C(F)(F)F)N1CCOCC1